Cl.CN(C(CN1CCN(CC1)C)=O)C1=CC=C(C=C1)N\C(=C\1/C(N(C2=CC(=CC=C12)C(=O)OC)C(=O)N1CCNCC1)=O)\C1=CC=CC=C1 methyl (Z)-3-(((4-(N-methyl-2-(4-methylpiperazin-1-yl)acetamido)phenyl)amino)(phenyl)methylene)-2-oxo-1-(piperazine-1-carbonyl)indoline-6-carboxylate hydrochloride